ClC1=CC(=C(C2=C1OC(O2)(C2CCC(CC2)NC2(COC2)C(F)(F)F)C)C)C(=O)OC methyl 7-chloro-2,4-dimethyl-2-[4-{[3-(trifluoromethyl) oxetan-3-yl] amino} cyclohexyl]-2H-1,3-benzodioxole-5-carboxylate